Cl.N1CC(C1)CO azetidin-3-methanol hydrochloride